4-[3-(3-chlorophenyl)-3-(3,4-dimethoxyphenyl)-2-acetyl-propenyl]morpholine tert-butyl-(S)-3-azidopiperidine-1-carboxylate C(C)(C)(C)OC(=O)N1C[C@H](CCC1)N=[N+]=[N-].ClC=1C=C(C=CC1)C(C(=CN1CCOCC1)C(C)=O)C1=CC(=C(C=C1)OC)OC